C12CC3OC(C(CC(C1)C3)C2)=O 4-oxatricyclo[4.3.1.13,8]undecan-5-one